3,4-dibromophenethylamine BrC=1C=C(CCN)C=CC1Br